C(C)(C)(C)OC(=O)N[C@@H](CCOC1=C(C=C(C=C1)F)[C@@H]1N(CCC1)C(=O)OCC1=CC=CC=C1)C benzyl (R)-2-(2-((R)-3-((tert-butoxycarbonyl)amino)butoxy)-5-fluorophenyl)tetrahydropyrrole-1-carboxylate